N-(2-methylphenyl)pyridin-2-amine CC1=C(C=CC=C1)NC1=NC=CC=C1